FC(C(OC)(F)F)(OC)F 1,1,2,2-tetrafluoro-1,2-dimethoxyethane